COC1=C(C=C2CCCC2=C1)CNC[C@H]1NC(CC1)=O 6-methoxy-5-(((((S)-5-oxopyrrolidin-2-yl)methyl)amino)methyl)-2,3-dihydro-1H-inden